ClC1=NC=C(C(=C1)C1=C(C=NC(=C1)C)C(=O)NC=1SC(=NN1)C(N(CC1CCOCC1)C)=O)OC 2'-chloro-5'-methoxy-6-methyl-N-{5-[methyl-(oxan-4-ylmethyl)carbamoyl]-1,3,4-thiadiazol-2-yl}-[4,4'-bipyridine]-3-carboxamide